[7-chloro-2-(oxan-2-yl)indazol-4-yl]-morpholin-4-ylmethanone ClC1=CC=C(C2=CN(N=C12)C1OCCCC1)C(=O)N1CCOCC1